C(C)OC(=O)C=1N=C(N(C1C)C)OC1=C(C=C(C=C1)Br)F 2-(4-bromo-2-fluorophenoxy)-1,5-dimethyl-1H-imidazole-4-carboxylic acid ethyl ester